n-Octyl isocyanate C(CCCCCCC)N=C=O